N=1C=NN2C1C=C(C=C2)OC2=C(C(=C(C=C2)NC=2C1=C(N=CN2)C=CC(=N1)[C@H]1[C@@H]2CC[C@H](C1)N2)F)C |o1:27,28,31| rel-N-(4-([1,2,4]triazolo[1,5-a]pyridin-7-yloxy)-2-fluoro-3-methylphenyl)-6-((1S,2R,4R)-7-azabicyclo[2.2.1]heptan-2-yl)pyrido[3,2-d]pyrimidin-4-amine